N=1C=C(N2C1C=CC=C2)[C@H]2CN(CCN2)C2=CC(=NC(=N2)N)N |r| (R/S)-6-(3-(imidazo[1,2-a]pyridin-3-yl)piperazin-1-yl)pyrimidine-2,4-diamine